Benzyl N-[(1S)-1-[[(3-amino-3-oxo-propyl)-(2-chloro-2-phenyl-acetyl)amino]carbamoyl]-3-methyl-butyl]carbamat NC(CCN(C(C(C1=CC=CC=C1)Cl)=O)NC(=O)[C@H](CC(C)C)NC(OCC1=CC=CC=C1)=O)=O